2,3,4,5,6-pentaiodobenzyl alcohol IC1=C(CO)C(=C(C(=C1I)I)I)I